(quinazolin-6-yl)-1H-imidazol N1=CN=CC2=CC(=CC=C12)N1C=NC=C1